tert-butyl ((2S)-1-((1R,2S,5S)-2-(((2S)-1-amino-1-oxo-3-(2-oxoindoline-3-yl)propan-2-yl)carbamoyl)-6,6-dimethyl-3-azabicyclo[3.1.0]hex-3-yl)-3,3-dimethyl-1-Oxobutyl-2-yl)carbamate NC([C@H](CC1C(NC2=CC=CC=C12)=O)NC(=O)[C@@H]1[C@H]2C([C@H]2CN1C(C(C(C)(C)C)=NC(OC(C)(C)C)=O)=O)(C)C)=O